N,N-diallyllysergamide C(C=C)N(C(=O)[C@H]1CN(C)[C@@H]2CC3=CNC4=CC=CC(C2=C1)=C34)CC=C